4-{6-[(cyclopropylmethyl)sulfanyl]pyridin-3-yl}-1',3'-dihydrospiro[cyclohexane-1,2'-inden]-3'-amine C1(CC1)CSC1=CC=C(C=N1)C1CCC2(CC3=CC=CC=C3C2N)CC1